ClC1=C(C=C(C=C1NC1=NC=2N(C(=N1)N[C@@H]1[C@H](C1)C)N=CC2C#N)C#N)N2CCN(CC2)C(=O)OC methyl 4-{2-chloro-5-cyano-3-[(8-cyano-4-{[(1S,2S)-2-methylcyclopropyl] amino}pyrazolo[1,5-a][1,3,5]triazin-2-yl)amino]phenyl}piperazine-1-carboxylate